1-(4-(4-methylpiperazin-1-yl)-2-nitrophenoxy)cyclopropane-1-carbonitrile CN1CCN(CC1)C1=CC(=C(OC2(CC2)C#N)C=C1)[N+](=O)[O-]